CC1=CC=C(C=C1)S(=O)(=O)O[C@@H]1[C@@H]2[C@H](OC1)[C@@H](CO2)OC (3S,3aS,6R,6aR)-6-methoxyhexahydrofuro[3,2-B]furan-3-yl 4-methylbenzenesulfonate